guanidinium-Hydrochloride Cl.NC(=[NH2+])N